C(C)(C)(C)C1N(CC1C=1C=NC(=CC1)OC1=CC(=CC=C1)Cl)C(=O)O.NC1=CC=C(CNC(=N)N=C2NCCN2)C=C1 1-(4-amino-benzyl)3-(imidazolidin-2-ylidene)guanidine tert-Butyl-3-(6-(3-chlorophenoxy)pyridin-3-yl)azetidine-1-carboxylate